methyl 4-[2-(5-cyclopropyl-4-fluoro-3,3-dimethyl-2-oxoindol-1-yl)acetamido]butanoate C1(CC1)C=1C(=C2C(C(N(C2=CC1)CC(=O)NCCCC(=O)OC)=O)(C)C)F